2-amino-N-[2-[4-[4-[[3-[4-(difluoromethoxy)phenyl]imidazo[1,2-a]pyrazin-8-yl]amino]-2-methylbenzoyl]piperazin-1-yl]-2-oxoethyl]acetamide NCC(=O)NCC(=O)N1CCN(CC1)C(C1=C(C=C(C=C1)NC=1C=2N(C=CN1)C(=CN2)C2=CC=C(C=C2)OC(F)F)C)=O